BrC1=C(C2=C(OC(CN2C(=O)OC(C)(C)C)C)N=C1)C tert-butyl 7-bromo-3,8-dimethyl-2,3-dihydro-1H-pyrido[2,3-b][1,4]oxazine-1-carboxylate